FC=1C=C(C=CC1OC1=C2C(=NC=C1)NC(N2C(C)C)=O)NC(=O)C=2C=NN(C2C(F)(F)F)C2=NC(=CC=C2)C N-(3-fluoro-4-((1-isopropyl-2-oxo-2,3-dihydro-1H-imidazo[4,5-b]pyridine-7-yl)oxy)phenyl)-1-(6-methylpyridine-2-yl)-5-(trifluoromethyl)-1H-pyrazole-4-carboxamide